ClC1=C(C(=NC=2N1N=CN2)C)C2=C(C=C(C=C2F)F)F 7-Chloro-5-methyl-6-(2,4,6-trifluorophenyl)-[1,2,4]triazolo[1,5-a]pyrimidine